(5S,8R)-N-(5-chloro-2-fluorophenyl)-1-fluoro-6,7,8,9-tetrahydro-5H-5,8-epiminocyclohepta[c]pyridine-10-carboxamide ClC=1C=CC(=C(C1)NC(=O)N1[C@H]2CC[C@@H]1CC=1C(=NC=CC12)F)F